N1(N=CC=C1)C1=CC=C(C=C1)C1=NC(=CC=N1)C(=O)N1CCN(CC1)S(=O)(=O)C 2-(4-(1H-pyrazol-1-yl)phenyl)-6-(4-(methylsulfonyl)piperazine-1-carbonyl)pyrimidine